ClC1=CC=C(C(=N1)C(=O)O)N[C@H](C)C1=C2N=C(C(=NC2=CC(=C1)C)C#N)N1C[C@@]2(CCOC2)CC1 6-chloro-3-(((R)-1-(2-cyano-7-methyl-3-((S)-2-oxa-7-azaspiro[4.4]nonan-7-yl)quinoxalin-5-yl)ethyl)amino)picolinic acid